4-((1-cyclopropyl-3-(tetrahydro-2H-pyran-4-yl)-1H-pyrazol-4-yl)oxy)-7-methoxy-N-(1-methyl-1H-pyrazol-4-yl)quinolin-6-amine C1(CC1)N1N=C(C(=C1)OC1=CC=NC2=CC(=C(C=C12)NC=1C=NN(C1)C)OC)C1CCOCC1